ClC=1C(=C(CN2[C@@H](C[C@@](CC2)(C(=O)O)CC2=NC(=C(C=C2F)C)NC2=CC(=NN2)C)C)C=CC1)F (2R,4R)-1-(3-chloro-2-fluorobenzyl)-4-((3-fluoro-5-methyl-6-((3-methyl-1H-pyrazol-5-yl)amino)pyridin-2-yl)methyl)-2-methylpiperidine-4-carboxylic acid